1-((cis)-4-(4-amino-5-(4-phenoxyphenyl)-7H-pyrrolo[2,3-d]pyrimidin-7-yl)cyclohexyl)piperidine-4-sulfonamide NC=1C2=C(N=CN1)N(C=C2C2=CC=C(C=C2)OC2=CC=CC=C2)[C@H]2CC[C@H](CC2)N2CCC(CC2)S(=O)(=O)N